({{2-fluoro-5-[(6-fluoro-1,3-benzothiazol-7-yl) methoxy]-4-methoxyphenyl} carbamoyl} amino) thiophene-2,3-dicarboxylate S1C(=C(C=C1)C(=O)[O-])C(=O)ONC(NC1=C(C=C(C(=C1)OCC1=C(C=CC=2N=CSC21)F)OC)F)=O